CN(CCCCCCCCCCCCCCCCCCCC)C N,N-dimethyl-eicosanamine